C(C)(C)(C)OC(=O)N1C(=CC2=CC(=CC(=C12)C)OC)CN1C(CC(CC1)C=1C=NN(C1)CCF)C1=CC=C(C=C1)C(=O)OC ((4-(1-(2-fluoroethyl)-1H-pyrazol-4-yl)-2-(4-(methoxycarbonyl)phenyl)piperidin-1-yl)methyl)-5-Methoxy-7-methyl-1H-indole-1-carboxylic acid tert-butyl ester